OC(CCCCCCCCCCC(=O)[O-])CCCCCC.[Na+] sodium 12-hydroxy-octadecanoate